3,4-dihydro-2H-1-benzopyran-6-carboxylic acid O1CCCC2=C1C=CC(=C2)C(=O)O